7-chloro-1H-indazole-6-thiol ClC=1C(=CC=C2C=NNC12)S